2-(methyl-(4-nitrophenyl)amino)-3,5-dihydro-4H-imidazol-4-one CN(C1=NCC(N1)=O)C1=CC=C(C=C1)[N+](=O)[O-]